NC1=C(C(=O)NC2=CC(=C(C=C2)F)C(F)(F)F)C=CC=C1 2-amino-N-(4-fluoro-3-(trifluoromethyl)phenyl)benzamide